N-(3-chloro-4-fluorophenyl)-7-(1H-pyrazol-1-yl)-5-((2-(pyrimidin-2-yl)propan-2-yl)oxy)quinazolin-4-amine ClC=1C=C(C=CC1F)NC1=NC=NC2=CC(=CC(=C12)OC(C)(C)C1=NC=CC=N1)N1N=CC=C1